O1COC2=C1C=CC(=C2)C=CC(=O)N2C(OCC2(C)C)=O 3-(3-(benzo[d][1,3]dioxolan-5-yl)acryloyl)-4,4-dimethyloxazolidin-2-one